methyl 2-(2-benzyloxy-4-bromo-5-fluoro-phenyl)-3,3,3-trifluoro-propanoate C(C1=CC=CC=C1)OC1=C(C=C(C(=C1)Br)F)C(C(=O)OC)C(F)(F)F